(S)-2-(5-mercapto-4-oxobenzo[d][1,2,3]triazin-3(4H)-yl)-N-(1-(4-(trifluoromethoxy)phenyl)ethyl)acetamide SC1=CC=CC=2N=NN(C(C21)=O)CC(=O)N[C@@H](C)C2=CC=C(C=C2)OC(F)(F)F